ClC=1C=C([C@@H](C)N)C=CC1 (R)-3-Chloro-alpha-methylbenzylamine